(2S)-2-amino-3-pyrimidin-5-yl-propanoic acid N[C@H](C(=O)O)CC=1C=NC=NC1